5-(2-chloro-5-(isobutyrylaminomethyl)benzoylamino)-1-propyl-N-(3-(trifluoromethoxy)phenyl)-1H-indole-2-carboxamide ClC1=C(C(=O)NC=2C=C3C=C(N(C3=CC2)CCC)C(=O)NC2=CC(=CC=C2)OC(F)(F)F)C=C(C=C1)CNC(C(C)C)=O